C1(CCC1)N1N=C(C2=NC=C(C=C21)C(=O)OCC)C2=CC(=CC=C2)OC(F)F ethyl 1-cyclobutyl-3-(3-(difluoromethoxy)phenyl)-1H-pyrazolo[4,3-b]pyridine-6-carboxylate